C(C1=CC=CC=C1)OCCCCCCCOC=1C=C2C(=NN=C(C2=CC1N1CCOCC1)N[C@H](C)C=1C=C(C=CC1)C(C1CCN(CC1)C(=O)OC(C)(C)C)(F)F)C tert-butyl (R)-4-((3-(1-((6-((7-(benzyloxy)heptyl)oxy)-4-methyl-7-morpholinophthalazin-1-yl)amino)ethyl)phenyl)difluoromethyl)piperidine-1-carboxylate